FC=1C=C2C(=NC1)NC=C2CCN(C2CCC2)C N-(2-(5-fluoro-1H-pyrrolo[2,3-b]pyridin-3-yl)ethyl)-N-methylcyclobutanamine